copper boric acid B(O)(O)O.[Cu]